C(CC)C=1C=C(C(=O)C=2C=C3C(=CNC3=CC2)C2CCN3CCCC3C2)C=CC1 5-(3-propylbenzoyl)-3-(octahydroindolizin-7-yl)-1H-indole